(-)-Methyl-3-(4-(3-chlorophenyl)buta-2,3-dien-1-yl)-4-oxo-2-phenylthiochromane-3-carboxylate COC(=O)C1(C(SC2=CC=CC=C2C1=O)C1=CC=CC=C1)CC=C=CC1=CC(=CC=C1)Cl